tert-Butyl (S)-4-(7-(5-chloropyridazin-3-yl)-5-(2-fluorophenyl)-7H-pyrrolo[2,3-d]pyrimidin-4-yl)-3-methylpiperazine-1-carboxylate ClC=1C=C(N=NC1)N1C=C(C2=C1N=CN=C2N2[C@H](CN(CC2)C(=O)OC(C)(C)C)C)C2=C(C=CC=C2)F